C(C=C)(=O)OCCC[Si](OCC)(OCC)OCC acryloyloxypropyl-triethoxysilane